1-hexylnonyl 8-[3-[2-[2-[2-(2-benzyloxyethoxy)ethoxy]ethoxy]ethoxy]-2-[8-(1-hexylnonoxy)-8-oxo-octoxy]propoxy]octanoate C(C1=CC=CC=C1)OCCOCCOCCOCCOCC(COCCCCCCCC(=O)OC(CCCCCCCC)CCCCCC)OCCCCCCCC(=O)OC(CCCCCCCC)CCCCCC